trans-1-phenyl-3-(pyrrole-1-yl)-indan-2-carboxamide C1(=CC=CC=C1)C1C(C(C2=CC=CC=C12)N1C=CC=C1)C(=O)N